CC1=NC=C(C=C1)B(S)O 2-METHYLTHIOPYRIDINE-5-BORONIC ACID